C(C)(C)(C)N1N=C(C=C1NC(OCC1=CC=CC=C1)=O)[C@@H]1C[C@H]([C@@H](C1)O)F benzyl (1-(tert-butyl)-3-((1S,3R,4R)-3-fluoro-4-hydroxycyclopentyl)-1H-pyrazol-5-yl)carbamate